O=C1NC(CCC1N1C(N(C2=C1C=CC(=C2)CCCOCCCOC2CCN(CC2)C(=O)OC(C)(C)C)C)=O)=O tert-butyl 4-(3-[3-[1-(2,6-dioxopiperidin-3-yl)-3-methyl-2-oxo-2,3-dihydro-1H-1,3-benzodiazol-5-yl]propoxy] propoxy)piperidine-1-carboxylate